[2H]C=1C(=C(C(=C(C1N)N)[2H])[2H])[2H] Tetradeutero-1,2-benzenediamine